ClC=1C=CC(=C(C1)N1CON(CO1)C(C(=O)NC1=CC2=CN(N=C2C=C1)C)CC1=NN(C=C1)C(F)F)N1N=NC(=C1)Cl 2-(4-(5-chloro-2-(4-chloro-1H-1,2,3-triazol-1-yl)phenyl)-2,5-dioxapiperazin-1-yl)-3-(1-(difluoromethyl)-1H-pyrazol-3-yl)-N-(2-methyl-2H-indazol-5-yl)propionamide